ClC1=C2N(N=C1)CC1([C@@H]2N)CCNCC1 (S)-3'-chloro-4'H,6'H-spiro[piperidine-4,5'-pyrrolo[1,2-b]pyrazol]-4'-amine